FCCN1C(=NC=2C1=NC(=CC2)C=2C=CN1N=C(N=CC12)N[C@@H]1C[C@@H](C1)N(C)C)C cis-N1-(5-(3-(2-fluoroethyl)-2-methyl-3H-imidazo[4,5-b]pyridin-5-yl)pyrrolo[2,1-f][1,2,4]triazin-2-yl)-N3,N3-dimethylcyclobutane-1,3-diamine